FC12CC(C1)(C2)CCCCCCCCCCC(=O)O 11-(3-fluoro-bicyclo[1.1.1]pent-1-yl)undecanoic acid